(R)-8-(4-chloro-2-fluorophenyl)-2-methyl-6-(2-(1-methyl-1H-pyrazol-4-yl)morpholino)pyrimido[5,4-d]pyrimidin-4(3H)-one ClC1=CC(=C(C=C1)C1=NC(=NC2=C1N=C(NC2=O)C)N2C[C@H](OCC2)C=2C=NN(C2)C)F